1,3-dibutyl-2-methyl-imidazolium chloride [Cl-].C(CCC)N1C(=[N+](C=C1)CCCC)C